C(C)N1C2=C(C=CC1=O)NC=C2C2=NC(=NC(=C2)OC2CCC(CC2)C(F)(F)F)C 4-ethyl-3-(2-methyl-6-{[(1r,4r)-4-(trifluoromethyl)cyclohexyl]oxy}-pyrimidin-4-yl)-1H,4H,5H-pyrrolo[3,2-b]pyridin-5-one